NC1=C(C=C(C=N1)C1=CC=C(C=C1)N1CCN(CC1)C(=O)OC(C)(C)C)C=1C=C2CCNC(C2=CC1)=O tert-butyl 4-(4-(6-amino-5-(1-oxo-1,2,3,4-tetrahydroisoquinolin-6-yl)pyridin-3-yl)phenyl)piperazine-1-carboxylate